C(C)(C)(C)NS(=O)(=O)C1=CC=C(C=C1)NC(C(CC1=CC=CC=C1)C=1OC(=NN1)C1=CC=C(C=C1)F)=O 1-N-(4-(N-(tert-butyl)sulfamoyl)phenyl)-2-(5-(4-fluorophenyl)-1,3,4-oxadiazol-2-yl)-3-phenylpropionamide